COC(CC#CC(CC=CCC)O)=O 5-hydroxy-7-decene-3-ynoic acid methyl ester